NC1=C(C(=NC(N1C)=O)N1[C@H](CN[C@@H](C1)C)C)[N+](=O)[O-] 6-amino-4-((2S,5R)-2,5-dimethylpiperazin-1-yl)-1-methyl-5-nitropyrimidin-2(1H)-one